4-Methoxy-2-nitro-1-phenoxybenzene COC1=CC(=C(C=C1)OC1=CC=CC=C1)[N+](=O)[O-]